CC=1C=C(C=CC1NC=O)C1=CC(=C(C=C1)NC=O)C 3,3'-dimethyl-4,4'-diformylaminobiphenyl